ClC1=NN(C=C1N(C(CCS(=O)CCC(F)(F)F)=O)CC)C=1C=NC=CC1 N-[3-chloro-1-(3-pyridyl)-1H-pyrazol-4-yl]-N-ethyl-3-[(3,3,3-trifluoropropyl)sulfinyl]propionamide